NC12CCCC(C1)(C2)CNC2=NN(C(=C2)C2=CC(=C(C#N)C=C2)F)C2=CC=C(C=C2)OC 4-(3-(((5-aminobicyclo-[3.1.1]heptan-1-yl)methyl)amino)-1-(4-methoxyphenyl)-1H-pyrazol-5-yl)-2-fluorobenzonitrile